BrC1=NN(C(=C1)C)C1=NC=CC=C1Cl 2-(3-bromo-5-methyl-1H-pyrazol-1-yl)-3-chloropyridine